C(C)(C)(C)C1=CC=C(C=C1)C1=NC(=NN1C(C)C)CN1CC(CC1)(C)C 5-(4-(tert-butyl)phenyl)-3-((3,3-dimethylpyrrolidin-1-yl)methyl)-1-isopropyl-1H-1,2,4-triazole